C(C)N1N=C(C=2CC(CCC12)C(F)(F)F)C(=O)OCC ethyl 1-ethyl-5-(trifluoromethyl)-4,5,6,7-tetrahydro-1H-indazole-3-carboxylate